N-[2-(1H-indol-3-yl)ethyl]-2-(2-methoxy-6-methyl-3-pyridyl)-7,8-dihydro-6H-pyrimido[5,4-b][1,4]oxazin-4-amine N1C=C(C2=CC=CC=C12)CCNC1=NC(=NC2=C1OCCN2)C=2C(=NC(=CC2)C)OC